(R)-N-(1-phenylpropyl)-3-(pyridin-4-yl)-1,7-dihydroimidazo[4,5-f]indazole-6-carboxamide C1(=CC=CC=C1)[C@@H](CC)NC(=O)C=1NC2=C(C=C3C(=NNC3=C2)C2=CC=NC=C2)N1